3-(4-ethylphenyl)-2,2-dimethyl-propanenitrile C(C)C1=CC=C(C=C1)CC(C#N)(C)C